benzyl (S)-2-(benzyloxy)-3-phenylpropanoate C(C1=CC=CC=C1)O[C@H](C(=O)OCC1=CC=CC=C1)CC1=CC=CC=C1